C(C)C1=C(C(=CC=C1)CC)N1N=C2C(CN(CC2)C2=NC=C(C=N2)C(C)(C)O)=C1C1=C2C=CNC2=C(C(=C1)F)CO 2-[2-[2-(2,6-diethylphenyl)-3-[6-fluoro-7-(hydroxymethyl)-1H-indol-4-yl]-6,7-dihydro-4H-pyrazolo[4,3-c]pyridin-5-yl]pyrimidin-5-yl]propan-2-ol